4-acetyl-2-(5-chloro-2,3-dihydro-1H-inden-2-yl)-6-methylisoindolin-1-one C(C)(=O)C1=C2CN(C(C2=CC(=C1)C)=O)C1CC2=CC=C(C=C2C1)Cl